ClC1=CC2=C(N(C(C(N2C)=O)=O)C2CCN(CC2)C2=NC=C(C=C2C)CN(C)C)N=C1 7-Chloro-4-(1-(5-((dimethylamino)methyl)-3-methylpyridin-2-yl)piperidin-4-yl)-1-methyl-1,4-Dihydropyrido[2,3-b]pyrazine-2,3-dione